C1=CC=C2C(=C1)C(=O)C3=CC(=C(C(=C3C2=O)O)O)S(=O)(=O)O The molecule is a dihydroxyanthraquinone that is 1,2-dihydroxyanthraquinone compound carrying an additional sulfo substituent at the 3-position. The monosodium salt is the biological stain 'alizarin red S'. It has a role as a histological dye. It is a dihydroxyanthraquinone and an organosulfonic acid. It is a conjugate acid of a 3,4-dihydroxy-9,10-dioxo-9,10-dihydroanthracene-2-sulfonate.